FC1=C(C(=CC=C1)F)N1C(=NN=C1)C1=CC=CC(=N1)N1CC=2C(=NC(=CC2C1=O)N(C)C(C)C)COC(NC)=O ((2-(6-(4-(2,6-difluorophenyl)-4H-1,2,4-triazol-3-yl)pyridin-2-yl)-6-(isopropyl(Methyl)amino)-1-oxo-2,3-dihydro-1H-pyrrolo[3,4-c]pyridin-4-yl)methyl)(methyl)carbamate